NC1=C(C=C(C=C1)C1=NN(C(=C1C(=O)N)NC1=NC=C(N=C1)C(F)(F)F)C(C)(C)C)OCC1=CC=C(C=C1)Cl 3-{4-amino-3-[(4-chlorophenyl)methoxy]phenyl}-1-tert-butyl-5-{[5-(trifluoromethyl)pyrazin-2-yl]amino}-1H-pyrazole-4-carboxamide